OC(C(=O)OCCCCCCCCOCC1=CC=CC=C1)CCC(=O)OCCCCCCCCOCC1=CC=CC=C1 Bis(8-(benzyloxy)octyl) 2-hydroxypentanedioate